CC(C)(C#CC1=NC=CC=C1)N 2-Methyl-4-(2-pyridyl)-3-butyn-2-amine